3-bromo-N-(2,3-dihydrobenzofuran-7-yl)-N,8-dimethyl-imidazo[1,2-a]pyridine-6-carboxamide BrC1=CN=C2N1C=C(C=C2C)C(=O)N(C)C2=CC=CC=1CCOC12